hydroxylamine carbonate salt C(O)(O)=O.NO